ClC=1C(=C2C=NNC2=CC1C)C=1C(=NN(C1C)C1CC2(CN(C2)C(C=C)=O)C1)C1=C(C=C(C=C1)OCCOC)F 1-(6-(4-(5-chloro-6-methyl-1H-indazol-4-yl)-3-(2-fluoro-4-(2-methoxyethoxy)phenyl)-5-methyl-1H-pyrazol-1-yl)-2-azaspiro[3.3]heptan-2-yl)prop-2-en-1-one